C1(CC1)C=1C=C(C=CC1)C(C)=O 1-(3-cyclopropylphenyl)ethanone